C(C)(C)(C)OC(=O)NCCC(=O)NC=1N=C(N(C1)CC(F)(F)F)C(=O)O 4-{3-[(tert-butoxycarbonyl)amino]propanamido}-1-(2,2,2-trifluoroethyl)imidazole-2-carboxylic acid